C1(=CC=CC=C1)OP(=O)(OC1=CC=CC=C1)C1=C(N)C(=CC(=C1)C)C 2-(diphenylphosphono)-4,6-dimethylaniline